C(=CCCCCCCCCCCCCCCCC)N1C(=C(C(C=C1)=O)O)CC N-octadecenyl-2-ethyl-3-hydroxypyridin-4-one